(2Z)-4-(dimethylamino)-1-[(2S)-2-({[4-(3-phenyl-1H-pyrrolo[3,2-b]pyridin-2-yl)pyridin-3-yl]oxy}methyl)pyrrolidin-1-yl]but-2-en-1-one CN(C\C=C/C(=O)N1[C@@H](CCC1)COC=1C=NC=CC1C1=C(C2=NC=CC=C2N1)C1=CC=CC=C1)C